C(C(CC)C(=O)[O-])(C(=O)OC1CC(NC(C1)(C)C)(C)C)(C(=O)[O-])C(=O)[O-] (2,2,6,6-tetramethyl-4-piperidyl) butanetetracarboxylate